N-((3S,4R)-3-fluoro-1-methylpiperidin-4-yl)-6-(3-((2-methoxy-4-(methylsulfonyl)phenyl)amino)prop-1-yn-1-yl)-3-(2,2,2-trifluoroethyl)imidazo[1,2-a]pyridin-8-amine F[C@H]1CN(CC[C@H]1NC=1C=2N(C=C(C1)C#CCNC1=C(C=C(C=C1)S(=O)(=O)C)OC)C(=CN2)CC(F)(F)F)C